(2-methyl-4-phenyl-5-methoxy-6-tert-butyl-indenyl)(2-methyl-4-(4-tert-butylphenyl)indenyl)zirconium dichloride [Cl-].[Cl-].CC=1C(C2=CC(=C(C(=C2C1)C1=CC=CC=C1)OC)C(C)(C)C)[Zr+2]C1C(=CC2=C(C=CC=C12)C1=CC=C(C=C1)C(C)(C)C)C